2-METHYL-6-(TRIFLUOROMETHYL)PHENYLBORONIC ACID CC1=C(C(=CC=C1)C(F)(F)F)B(O)O